C(O[C@H](C)C1=CC=C(C=C1)Cl)(OC1=CC=C(C=C1)[N+](=O)[O-])=O (1R)-1-(4-chlorophenyl)ethyl 4-nitrophenyl carbonate